C(C1=CC=CC=C1)=C1C=C(C(C(=C1)C(C)(C)C)=O)C(C)(C)C 4-benzylidene-2,6-di-tert-butylcyclohex-2,5-dien-1-one